CC=1C=C(C=CC1)C#CC1=C(N)C=CC=C1 2-((3-methylphenyl)ethynyl)aniline